4-(3-amino-1H-indazol-4-yl)-2',3',4',5'-tetrahydro-[1,1'-biphenyl]-3-carboxylic acid methyl ester COC(=O)C=1C=C(C=CC1C1=C2C(=NNC2=CC=C1)N)C=1CCCCC1